5-[(acetyloxy)methoxy]-6-chloro-4-(4-chloro-2-methylbenzo[b]thien-3-yl)-2-methyl-3(2H)-pyridazinone C(C)(=O)OCOC1=C(C(N(N=C1Cl)C)=O)C=1C2=C(SC1C)C=CC=C2Cl